1,4-diamino-2,3-Bis(trifluoromethyl)benzene NC1=C(C(=C(C=C1)N)C(F)(F)F)C(F)(F)F